di(3-methyl-3-pentenyl) ether CC(CCOCCC(=CC)C)=CC